(2S,5R)-N-{[(2S,4R)-4-(1H-tetrazol-1-ylmethyl)-pyrrolidin-2-yl]methyloxy}-7-oxo-6-(sulfooxy)-1,6-diazabicyclo[3.2.1]octane-2-carboxamide N1(N=NN=C1)C[C@@H]1C[C@H](NC1)CONC(=O)[C@H]1N2C(N([C@H](CC1)C2)OS(=O)(=O)O)=O